cyclopentane-1,3-diamine hydrochloride Cl.C1(CC(CC1)N)N